(E)-4-(dimethyl-amino)-4-oxobut-2-enoic acid CN(C(/C=C/C(=O)O)=O)C